4,4',4''-(1,3,5-benzentriyl)trisbenzoic acid C1(=CC(=CC(=C1)C1=CC=C(C(=O)O)C=C1)C1=CC=C(C(=O)O)C=C1)C1=CC=C(C(=O)O)C=C1